CC=1C=C(C=CC1)NC(C=CC1=CC=C(C=C1)[N+](=O)[O-])=O N-(3-methylphenyl)-3-(4-nitrophenyl)acrylamide